C(C)N1N=C2C(N=CC(=C2)N[C@@H](C)C=2C=C(C=CC2)NC(C2=CN=CC(=C2)C)=O)=C1 (S)-N-(3-(1-((2-ethyl-2H-pyrazolo[4,3-b]pyridin-6-yl)amino)ethyl)phenyl)-5-methylnicotinamide